C(C=C)N1C(C(C2=CC=CC=C12)(C)C)C 1-allyl-2,3,3-trimethylindoline